2-(oxiran-2-yl)pyridine O1C(C1)C1=NC=CC=C1